ClC=1C=C(C=CC1Cl)C1=C(C=C(C=C1)[C@@]1([C@H](C1)C1=CC=C(C=C1)C(=O)OC)C(=O)O)F (1R,2R)-1-(3',4'-dichloro-2-fluoro-[1,1'-biphenyl]-4-yl)-2-(4-(methoxycarbonyl)phenyl)cyclopropane-1-carboxylic acid